triphenyl-methyltetrakis(pentafluorophenyl)borate C1(=CC=CC=C1)C(C1(C(C(=C(C(=C1F)F)F)F)F)[B-](C1=C(C(=C(C(=C1F)F)F)F)F)(C1=C(C(=C(C(=C1F)F)F)F)F)C1=C(C(=C(C(=C1F)F)F)F)F)(C1=CC=CC=C1)C1=CC=CC=C1